C1(CC1)C=1C=CC(=NC1F)[C@@H](NC(=O)[C@H]1N(C[C@@H](C1)F)C(CC1=NN(C=C1C(F)F)C)=O)C1=CC=CC=C1 (2S,4R)-N-[(S)-(5-cyclopropyl-6-fluoropyridin-2-yl)(phenyl)methyl]-1-{2-[4-(difluoromethyl)-1-methyl-1H-pyrazol-3-yl]acetyl}-4-fluoropyrrolidine-2-carboxamide